C(=O)O.FC=1C(=CC=2C(=NN(N2)C)C1)NC(=O)N1CCC=2C1=NC=CC2N2C[C@@H](NCC2)C (S)-N-(6-fluoro-2-methyl-2H-benzo[d][1,2,3]triazol-5-yl)-4-(3-methylpiperazin-1-yl)-2,3-dihydro-1H-pyrrolo[2,3-b]pyridine-1-carboxamide formate